7-ethylpyrrolo[1,2-b]pyridazine-6-carboxylic acid C(C)C1=C(C=C2N1N=CC=C2)C(=O)O